O.Cl.Cl.N1=CC=C(C=C1)NC(=O)[C@@H]1CC[C@H](CC1)[C@@H](C)N (R)-(+)-trans-N-(4-pyridyl)-4-(1-aminoethyl)-cyclohexanecarboxamide dihydrochloride monohydrate